N-(5-(2,3-dihydropyrazolo[5,1-b]oxazol-6-yl)-4-((4-(3-(hydroxymethyl)tetrahydrofuran-3-yl)-6-(methylsulfonyl)pyridin-2-yl)amino)pyridin-2-yl)acetamide O1C=2N(CC1)N=C(C2)C=2C(=CC(=NC2)NC(C)=O)NC2=NC(=CC(=C2)C2(COCC2)CO)S(=O)(=O)C